2-(1-hydroxyethyl)pyrimidin-5-ol OC(C)C1=NC=C(C=N1)O